ClC=1C(=NC=CC1C1=NC(=C(C=C1)CNC[C@@H]1NC(CC1)=O)OC)C=1C(=C(C=CC1)NC(C1=NC=C(C(=C1)CN1C[C@H](CC1)O)OC)=O)C N-(3-(3'-chloro-6-methoxy-5-(((((R)-5-oxopyrrolidin-2-yl)methyl)amino)methyl)-[2,4'-bipyridin]-2'-yl)-2-methylphenyl)-4-(((S)-3-hydroxypyrrolidin-1-yl)methyl)-5-methoxypicolinamide